COC=1C=C(C(CN)OC)C=C(C1OC)OC 3,4,5,β-tetramethoxy-phenethylamine